tert-butyl N-[4-[4-[3-cyano-4-(2-pyridylsulfanyl)pyrazolo[1,5-a]pyridin-6-yl]pyrazol-1-yl]cyclohexyl]-N-methyl-carbamate C(#N)C=1C=NN2C1C(=CC(=C2)C=2C=NN(C2)C2CCC(CC2)N(C(OC(C)(C)C)=O)C)SC2=NC=CC=C2